COCCN1C(N(C2=CC=C(C=C2C1=O)NC(NC=1C=C(C=CC1)N(C(C)=O)C)=O)CCN1CCCCC1)=O N-(3-(3-(3-(2-methoxyethyl)-2,4-dioxo-1-(2-(piperidin-1-yl)ethyl)-1,2,3,4-tetrahydroquinazolin-6-yl)ureido)phenyl)-N-methylacetamide